C(C)(C)(C)C=1C=C(C=C(C1)C(C)(C)C)C=1C=C(N)C=CC1 3-(3,5-Di-tert-butylphenyl)aniline